1-(2-Fluoro-4-(5-(trifluoromethyl)-1,2,4-oxadiazol-3-yl)phenyl)-2-((isoxazol-4-ylmethyl)thio)ethan-1-on FC1=C(C=CC(=C1)C1=NOC(=N1)C(F)(F)F)C(CSCC=1C=NOC1)=O